tert-butyl (S)-(4-(2-cyano-4,4-difluoropyrrolidin-1-yl)-4-oxobutyl)carbamate C(#N)[C@H]1N(CC(C1)(F)F)C(CCCNC(OC(C)(C)C)=O)=O